COC1=C(C(=NC(=C1)N1N=CC(=N1)CN1C[C@H](NCC1)C=1C(=C2COC(C2=CC1)=O)C)C)C#N (R)-4-methoxy-2-methyl-6-(4-((3-(4-methyl-1-oxo-1,3-dihydroisobenzofuran-5-yl)piperazin-1-yl)methyl)-2H-1,2,3-triazol-2-yl)pyridine-3-carbonitrile